N-(2-(cyclopropylthio)-4-(6-fluoro-3,4-dihydroisoquinolin-2(1H)-yl)-6-methylphenyl)-3,3-Dimethylbutanamide C1(CC1)SC1=C(C(=CC(=C1)N1CC2=CC=C(C=C2CC1)F)C)NC(CC(C)(C)C)=O